7-(5-chloro-2-((1-methyl-1h-pyrazole-5-yl)-amino)pyridine-4-yl)-2-(2-(hydroxymethyl)-5-(trifluoromethyl)benzyl)-3,4-dihydropyrrolo[1,2-a]pyrazine-1(2H)-one ClC=1C(=CC(=NC1)NC1=CC=NN1C)C=1C=C2N(CCN(C2=O)CC2=C(C=CC(=C2)C(F)(F)F)CO)C1